methyl 1-[3-[4-[3-[3-amino-6-(2-hydroxyphenyl)pyridazin-4-yl]-3,8-diazabicyclo[3.2.1]octan-8-yl]-2-pyridyl]prop-2-ynyl]azetidine-2-carboxylate NC=1N=NC(=CC1N1CC2CCC(C1)N2C2=CC(=NC=C2)C#CCN2C(CC2)C(=O)OC)C2=C(C=CC=C2)O